BrC1=CC(=C(C=N1)CN1CCOCC1)OC 4-((6-bromo-4-methoxypyridin-3-yl)methyl)morpholine